N1C(=NC2=C1C=CC=C2)C2=C(C(=NN2)NC(C2=CC(=C(C=C2)OC)Cl)=O)F N-[5-(1H-benzimidazol-2-yl)-4-fluoro-1H-pyrazol-3-yl]-3-chloro-4-methoxy-benzamide